Cl.NCC=1NC2=CC=C(C=C2C1)OC(\C(=C\C)\C)=O.N(=[N+]=[N-])C1[N+](ON=C1N=[N+]=[N-])([O-])OCC 3,4-diazidoethoxyfuroxan 2-(aminomethyl)-1H-indol-5-yl-(E)-2-methylbut-2-enoate hydrochloride